(4-(1-(difluoromethyl)-1H-benzo[d]imidazol-2-yl)piperidin-1-yl)(5-fluoro-3-(3-fluorophenyl)-1-methyl-1H-indazol-6-yl)methanone FC(N1C(=NC2=C1C=CC=C2)C2CCN(CC2)C(=O)C2=C(C=C1C(=NN(C1=C2)C)C2=CC(=CC=C2)F)F)F